C(C)(C)(C)OC(=O)N1C[C@@H]([C@H](CC1)F)NC(C1=C(C=C(C(=C1)[N+](=O)[O-])NCC1(CC1)F)F)=O (3S,4S)-4-fluoro-3-(2-fluoro-4-(((1-fluorocyclopropyl)methyl)amino)-5-nitrobenzamido)piperidine-1-carboxylic acid tert-butyl ester